4-(2,5-Dioxo-imidazolidin-1-yl)-piperidine O=C1N(C(CN1)=O)C1CCNCC1